2-(2,3-dichloro-4-(2-methylenebutanoyl)phenoxy)-N-(1-methyl-1H-benzo[d]imidazol-5-yl)acetamide ClC1=C(OCC(=O)NC2=CC3=C(N(C=N3)C)C=C2)C=CC(=C1Cl)C(C(CC)=C)=O